BrC=1C(=C2C(N(C(C2=CC1)=O)CC1=CC=C(C=C1)OC)(O)C1=C(C=CC(=C1)F)Cl)[N+](=O)[O-] 5-Bromo-3-(2-chloro-5-fluorophenyl)-3-hydroxy-2-(4-methoxybenzyl)-4-nitroisoindol-1-one